2,3,5-trichloro-4-fluoronitrobenzene ClC1=C(C=C(C(=C1Cl)F)Cl)[N+](=O)[O-]